OC(CN1CCN(CCC1)CC(C)O)C N,N'-bis(2-hydroxypropyl)homopiperazine